CNCC1=C(C=C(C(=O)OC)C=C1)[N+](=O)[O-] methyl 4-((methylamino) methyl)-3-nitrobenzoate